((2s,4r)-4-methoxypyrrolidin-2-yl)methanol CO[C@@H]1C[C@H](NC1)CO